NC1=NC=2C=CC(=CC2C2=C1COC2)C(=O)N2[C@@H](COCC2)C=2C=NC(=CC2)C(F)(F)F (R)-(4-amino-1,3-dihydrofuro[3,4-c]quinolin-8-yl)(3-(6-(trifluoromethyl)pyridin-3-yl)morpholino)methanone